((1s,3s)-3-((5-(3-fluoroimidazo[1,2-a]pyridin-6-yl)-4-methoxy-7H-pyrrolo[2,3-d]pyrimidin-2-yl)amino)-1-methylcyclobutyl)(pyrrolidin-1-yl)methanone FC1=CN=C2N1C=C(C=C2)C2=CNC=1N=C(N=C(C12)OC)NC1CC(C1)(C)C(=O)N1CCCC1